C1(CCCCC1)[C@H]1CC2(CN(C2)C(=O)C2CC3(C2)NC(CC3)=O)CC1 |r| (rac)-(2r,4s)-2-(6-cyclohexyl-2-azaspiro[3.4]octane-2-carbonyl)-5-azaspiro[3.4]octane-6-one